4-Fluoro-5-methyl-2-(3-methylcyclohex-2-en-1-yl)benzene-1,3-diol FC1=C(C(=C(C=C1C)O)C1C=C(CCC1)C)O